C(C)(C)C1=CC=C(C=C1)C1=NOC(=C1)C1=CC=CC=C1 3-(4-isopropylphenyl)-5-phenylisoxazole